BrC1=CC=C(C(=C1C(=O)OC)\C=C\N(C)C)[N+](=O)[O-] methyl (E)-6-bromo-2-(2-(dimethylamino) vinyl)-3-nitrobenzoate